tert-butyl (S)-5-chloro-1-((1,3-dioxoisoindolin-2-yl)methyl)-7-fluoro-8-((4,5,6,7-tetrahydro-[1,2,3]triazolo[1,5-a]pyridin-3-yl)methoxy)-3,4-dihydroisoquinoline-2(1H)-carboxylate ClC1=C2CCN([C@@H](C2=C(C(=C1)F)OCC=1N=NN2C1CCCC2)CN2C(C1=CC=CC=C1C2=O)=O)C(=O)OC(C)(C)C